N-{3-[(2-cyclopropyl-6-fluoro-4-{[imidazolidin-2-ylidene-d]Carbamoyl}phenyl)amino]Phenyl}-3-methyloxetane-3-carboxamide C1(CC1)C1=C(C(=CC(=C1)C(N=C1N(CCN1)[2H])=O)F)NC=1C=C(C=CC1)NC(=O)C1(COC1)C